2-methoxy-1-((5-methyloctan-1,5-dien-4-yl)oxy)-4-(prop-1-en-1-yl)benzene tert-Butyl-4-(7-Bromo-6-chloro-3-cyano-8-fluoro-2-(methylamino)quinolin-4-yl)piperazine-1-carboxylate C(C)(C)(C)OC(=O)N1CCN(CC1)C1=C(C(=NC2=C(C(=C(C=C12)Cl)Br)F)NC)C#N.COC1=C(C=CC(=C1)C=CC)OC(CC=C)C(=CCC)C